NC=1C2=C(N=CN1)N(C(=C2C2=CC=C(C=C2)OC2=NC=CC(=N2)C)C2=CC=C(C=C2)N2C(C(C(C2)(C)C)=C)=O)C 1-(4-(4-amino-7-methyl-5-(4-((4-methylpyrimidin-2-yl)oxy)phenyl)-7H-pyrrolo[2,3-d]pyrimidin-6-yl)phenyl)-4,4-dimethyl-3-methylene-pyrrolidin-2-one